FC(OC=1C=C(C=CC1)N1C(C(C2=CC(=C(C=C12)F)C(=O)NC1(CCS(CC1)(=O)=O)C)(C)C)=O)F 1-(3-(difluoromethoxy)phenyl)-6-fluoro-3,3-dimethyl-N-(4-methyl-1,1-dioxidotetrahydro-2H-thiopyran-4-yl)-2-oxoindoline-5-carboxamide